2-[5-(4-{6-benzyl-hexahydro-2H-pyrrolo[3,4-b]pyridine-1-carbonyl}-4-phenylpiperidin-1-yl)pyridazin-3-yl]phenol C(C1=CC=CC=C1)N1CC2N(CCCC2C1)C(=O)C1(CCN(CC1)C=1C=C(N=NC1)C1=C(C=CC=C1)O)C1=CC=CC=C1